5-(5-chloro-7H-pyrrolo[2,3-d]pyrimidin-4-yl)-4,5,6,7-tetrahydro-1H-imidazo[4,5-c]pyridine ClC1=CNC=2N=CN=C(C21)N2CC1=C(CC2)NC=N1